5-fluoro-6-(4-(6-fluoro-4-methyl-2,3-dioxo-3,4-dihydroquinoxalin-1(2H)-yl)piperidin-1-yl)Nicotinonitrile FC=1C(=NC=C(C#N)C1)N1CCC(CC1)N1C(C(N(C2=CC(=CC=C12)F)C)=O)=O